C(C)(=O)C(C(=O)O)=CC1=CC=C(C=C1)O acetyl-p-hydroxycinnamic acid